FC=1C=C(C=CC1)CC(=O)N1C2CN(CC1C2)C2=NC=C(N=C2)C2=C1C=CC=NC1=CC(=C2)C=2C=NN(C2)C 2-(3-fluorophenyl)-1-(3-(5-(7-(1-methyl-1H-pyrazol-4-yl)quinolin-5-yl)pyrazin-2-yl)-3,6-diazabicyclo[3.1.1]heptan-6-yl)ethan-1-one